COC1=NC=C(C=C1C=1C=NN2C1N=C(C=C2)N(CCN(C(OC(C)C)=O)C)C)C isopropyl (2-((3-(2-methoxy-5-methylpyridin-3-yl)pyrazolo[1,5-a]pyrimidin-5-yl)(methyl)amino)ethyl)(methyl)carbamate